FC(OC1=CC=C(C=C1)C1(CN=CC(=C1)C1=NOC=N1)C=O)(F)F 3-(4-(trifluoromethoxy)phenyl)(5-(1,2,4-oxadiazolyl)(3-pyridinyl)methanone)